FC1=C(CN2N=C(N=N2)C2=CC=CC(=N2)C(CS(=O)(=O)N)(C)O)C=C(C=C1)C(F)(F)F 2-(6-(2-(2-fluoro-5-(trifluoromethyl)benzyl)-2H-tetrazol-5-yl)pyridin-2-yl)-2-hydroxypropane-1-sulfonamide